N-[5-[2-methyl-4-[(1-methyl-4-piperidyl)oxy]pyrazol-3-yl]pyrazolo[1,5-a]pyridin-2-yl]cyclopropanecarboxamide CN1N=CC(=C1C1=CC=2N(C=C1)N=C(C2)NC(=O)C2CC2)OC2CCN(CC2)C